BrC1=C(C=O)C=C(C=N1)OC 2-bromo-5-methoxynicotinaldehyde